iminooxothiazolidineselon N=C1C(NC(S1)=[Se])=O